5-chloro-N-methyl-2,3-dihydrobenzofuran-4-carboxamide ClC1=CC=C2C(CCO2)=C1C(=O)NC